ethyl 1-(4-bromo-5-(isopropylthio) thiazol-2-yl)-4-(3-fluorophenyl)-3-methyl-1H-pyrazole-5-carboxylate BrC=1N=C(SC1SC(C)C)N1N=C(C(=C1C(=O)OCC)C1=CC(=CC=C1)F)C